(2-pyridyl)-L-ornithine N1=C(C=CC=C1)N[C@@H](CCCN)C(=O)O